ClC=1C(=C(C(=CC1)N1N=NC(=C1)Cl)C=CC(=O)N1CC2=CC=CC=C2CC1)F 2-(3-(3-chloro-6-(4-chloro-1H-1,2,3-triazol-1-yl)-2-fluorophenyl)acryloyl)-1,2,3,4-tetrahydroisoquinoline